diisopropyl-aniline C(C)(C)N(C1=CC=CC=C1)C(C)C